COC(=O)C1=C(SC=C1NC(NC1=C(C=C(C(=C1)OCC1=C(C(=CC=C1OC)F)F)OCC1CC1)F)=O)C(=O)OC dimethyl-4-({[4-(cyclopropylmethoxy)-5-[(2,3-difluoro-6-methoxyphenyl)methoxy]-2-fluorophenyl]carbamoyl}amino)thiophene-2,3-dicarboxylic acid